3-Ethylsulfonylbenzoic acid [3-(3-ethyl-4-oxo-spiro[6,8-dihydro-5H-pyrazolo[4,3-c]azepin-7,4'-tetrahydropyran]-1-yl)-2,2-dimethyl-propyl] ester C(C)C1=NN(C2=C1C(NCC1(CCOCC1)C2)=O)CC(COC(C2=CC(=CC=C2)S(=O)(=O)CC)=O)(C)C